N(N)C(=O)[C@@H]1C[C@@H](CCC1)NC(OC(C)(C)C)=O tert-butyl ((1R,3S)-3-(hydrazinecarbonyl)cyclohexyl)carbamate